NCCNCCNCCC[SiH2]C(OC)OC N-(2-Aminoethyl)-N'-[3-(dimethoxymethylsilyl)propyl]-1,2-ethanediamine